FC(C1=CC=C(C=C1)C1=NC(=CC(=N1)N)N)(F)F [4-(trifluoromethyl)phenyl]pyrimidine-4,6-diamine